N-Boc-3-hydroxyl-Methylpyrrolidine C(=O)(OC(C)(C)C)N1C(C(CC1)O)C